5-(3-chlorophenyl)-N-methyl-N-propyl-7-((2-(trimethylsilyl)ethoxy)methyl)-7H-pyrrolo[2,3-d]pyrimidin-4-amine ClC=1C=C(C=CC1)C1=CN(C=2N=CN=C(C21)N(CCC)C)COCC[Si](C)(C)C